COC(=O)C1=CC2=C(N(C=N2)C)C(=C1)OC 7-methoxy-1-methyl-benzimidazole-5-carboxylic acid methyl ester